FC=1C=C(C=CC1C1CNCCO1)NC(=O)OC1CN(C1)C=1C(=C(C(=O)OC)C=CC1)N1C=CC=C1 Methyl 3-(3-(((3-fluoro-4-(morpholin-2-yl) phenyl)carbamoyl)oxy)azetidin-1-yl)-2-(1H-pyrrol-1-yl)benzoate